N[C@H]1CN(CCC1)C(=O)C1=NNC(=C1C1=CC=C(C=C1)C#N)OCC1=NC=CC=C1 4-{3-[((3R)-3-aminopiperidyl)carbonyl]-5-(2-pyridylmethoxy)pyrazolyl}benzenecarbonitrile